CC1(CN(C(CO1)C(N)=S)C(=O)OC(C)(C)C)C tert-butyl 2,2-dimethyl-5-thiocarbamoyl-morpholine-4-carboxylate